1-(5-amino-3-oxa-pentyl)-2,3-diisopropylguanidine NCCOCCNC(=NC(C)C)NC(C)C